7-isopropyl-3-(6-morpholinopyridin-3-yl)-1H-indole-2-carboxylic acid C(C)(C)C=1C=CC=C2C(=C(NC12)C(=O)O)C=1C=NC(=CC1)N1CCOCC1